C(C1=CC=CC=C1)OC=1C(=C(C(=CC1)C)C1=NC(=CC2=C1N=CN=C2N(C(OC(C)(C)C)=O)CC2=C(C=C(C=C2)OC)OC)N(C([2H])([2H])[2H])CC2=C(C=C(C=C2)OC)OC)C tert-butyl (8-(3-(benzyloxy)-2,6-dimethylphenyl)-6-((2,4-dimethoxybenzyl)(methyl-d3)amino)pyrido[3,4-d]pyrimidin-4-yl)(2,4-dimethoxybenzyl)carbamate